3-(difluoromethyl)-1-[3-(difluoromethyl)-6-[5-methoxy-6-[(6-methylpyridazin-3-yl)amino]benzimidazol-1-yl]-2-pyridyl]-N,N,5-trimethyl-pyrazole-4-carboxamide FC(C1=NN(C(=C1C(=O)N(C)C)C)C1=NC(=CC=C1C(F)F)N1C=NC2=C1C=C(C(=C2)OC)NC=2N=NC(=CC2)C)F